FC=1C=C(C=NC1)C=1C=C(N)C=CC1C 3-(5-fluoro-3-pyridyl)-4-methyl-aniline